1-(4-isopropyl-phenyl)-3-(2,4-dimethoxyphenyl)-5-(2,4-dimethoxyphenyl)-pyrazoline C(C)(C)C1=CC=C(C=C1)N1NC(=CC1C1=C(C=C(C=C1)OC)OC)C1=C(C=C(C=C1)OC)OC